C(C1=CC=CC=C1)NC(N(C1CCC(CC1)NC1=NC=C(C=N1)C#N)C=1C=CC(=C(C1)NC(C=C)=O)N1C[C@@H](N(CC1)C)C)=O N-(5-(3-benzyl-1-((1r,4S)-4-((5-cyanopyrimidin-2-yl)amino)cyclohexyl)ureido)-2-((S)-3,4-dimethylpiperazin-1-yl)phenyl)acrylamide